BrC=1C=CC=C2C=C(C=NC12)C(=O)N1CCC(CC1)(F)F (8-bromo-3-quinolyl)-(4,4-difluoro-1-piperidyl)methanone